P(=O)(OCC(CCCC)CC)(OC1=C(C=CC=C1)CCCCCCCCC)[O-].[Nd+3].C(C)C(COP(=O)(OC1=C(C=CC=C1)CCCCCCCCC)[O-])CCCC.C(C)C(COP(=O)(OC1=C(C=CC=C1)CCCCCCCCC)[O-])CCCC neodymium (2-ethylhexyl) (n-nonylphenyl) phosphate